FC=1C(=C(C=CC1F)N1CCN(CC1)C(CN1N=C(C2=C1CCC2)C(=O)N2C[C@H](O[C@H](C2)C)C)=O)C 1-[4-(3,4-difluoro-2-methylphenyl)piperazin-1-yl]-2-{3-[(2R,6S)-2,6-dimethylmorpholine-4-carbonyl]-5,6-dihydrocyclopenta[c]pyrazol-1(4H)-yl}ethan-1-one